tert-butyl {(1R)-1-[3-(2-cyclopropyl-1,1-difluoro-2-oxoethyl)-2-fluorophenyl]ethyl}carbamate C1(CC1)C(C(F)(F)C=1C(=C(C=CC1)[C@@H](C)NC(OC(C)(C)C)=O)F)=O